6-[6-[(3s,4R)-1-(1,6-dimethylpyrazolo[3,4-b]pyridin-4-yl)-3-methyl-4-piperidyl]-5-methyl-3-pyridyl]-3,4,4a,5,7,7a-hexahydro-2H-pyrrolo[3,4-b][1,4]oxazine CN1N=CC=2C1=NC(=CC2N2C[C@H]([C@@H](CC2)C2=C(C=C(C=N2)N2CC1OCCNC1C2)C)C)C